decyl (4-(dinonylamino)butyl) phosphate P(=O)(OCCCCCCCCCC)(OCCCCN(CCCCCCCCC)CCCCCCCCC)[O-]